ClC1=C(C=C2C=C(N=CC2=C1)N)C(=C)C 7-chloro-6-(prop-1-en-2-yl)isoquinolin-3-amine